3-((2-ethylhexyl)oxy)-5-pentadecylphenol C(C)C(COC=1C=C(C=C(C1)CCCCCCCCCCCCCCC)O)CCCC